N-[4-(cyclopropoxy)pyrazolo[1,5-a]pyrazin-2-yl]-3-[[7-(5-methyl-1,2,4-oxadiazol-3-yl)-1-isoquinolyl]amino]propanamide C1(CC1)OC=1C=2N(C=CN1)N=C(C2)NC(CCNC2=NC=CC1=CC=C(C=C21)C2=NOC(=N2)C)=O